N1(CCNCC1)[C@H]1CC[C@H](CC1)O (cis)-4-(piperazin-1-yl)cyclohexan-1-ol